C1(CC1)C1=CC2=C(C(=NN(C2=O)CC(=O)NC2=NC=C(C=N2)CC(=O)OC(C)(C)C)C)O1 Tert-butyl 2-[2-[[2-(2-cyclopropyl-7-methyl-4-oxo-furo[2,3-d]pyridazin-5-yl)acetyl]amino]pyrimidin-5-yl]acetate